C12=CC=C(CC1)C2.C21=CC=C(CC2)C1.C12=CC=C(CC1)C2.[Ir] iridium tris(norbornadiene)